5-(bromomethyl)isoxazol BrCC1=CC=NO1